OC[C@]1(N2[C@H](C[C@H](C1=O)CC2)CC(C)C)COC (1S,2S,4R,6S)-2-(hydroxymethyl)-6-isobutyl-2-(methoxymethyl)quinuclidin-3-one